N,N,N-trimethyl-1-adamantyl-ammonium C[N+](C)(C)C12CC3CC(CC(C1)C3)C2